7-(((4-fluorotetrahydro-2H-pyran-4-yl)methyl)amino)-6-nitrobenzofuran-4-sulfonamide FC1(CCOCC1)CNC=1C(=CC(=C2C=COC21)S(=O)(=O)N)[N+](=O)[O-]